(S)-N-((3S,4r)-4-fluoro-1-methylpiperidin-3-yl)-4-(5-(5-fluoro-2-methoxypyridin-4-yl)-1H-pyrazole-3-carbonyl)-4-azaspiro[2.5]octane-7-carboxamide F[C@H]1[C@H](CN(CC1)C)NC(=O)[C@H]1CCN(C2(CC2)C1)C(=O)C1=NNC(=C1)C1=CC(=NC=C1F)OC